4-chloro-2-(5-diethoxyphosphoryl-2-furyl)phenol ClC1=CC(=C(C=C1)O)C=1OC(=CC1)P(=O)(OCC)OCC